P(OCCCCCCCCCCCCCC)(OCCCCCCCCCCCCCC)OCCCCCCCCCCCCCC tris(tetradecyl) phosphite